C(C)C1=NN2C(N=C(C=C2)N[C@H](C)C2=CC(=CC=3CC(OC32)(C)CN=[N+]=[N-])Br)=C1 ethyl-5-(((1R)-1-(2-(azidomethyl)-5-bromo-2-methyl-2,3-dihydrobenzofuran-7-yl)ethyl)amino)pyrazolo[1,5-a]pyrimidine